7-(7-(8-Ethyl-7-fluoronaphthalen-1-yl)-8-fluoro-2-(((2R,7aS)-2-fluorotetrahydro-1H-pyrrolizin-7a(5H)-yl)methoxy)quinazolin-4-yl)-1-oxa-3,7-diazaspiro[4.5]decan-2-one C(C)C=1C(=CC=C2C=CC=C(C12)C1=CC=C2C(=NC(=NC2=C1F)OC[C@]12CCCN2C[C@@H](C1)F)N1CC2(CNC(O2)=O)CCC1)F